4-amino-3-methoxy-N-methylbenzamide NC1=C(C=C(C(=O)NC)C=C1)OC